CN(C1=CC=C(C=C1)NC1=NC2=C(C=3N1N=C(C3)C(=O)O)C=NC=C2)C 6-((4-(dimethylamino)phenyl)amino)pyrazolo[1,5-c]pyrido[3,4-e]pyrimidine-9-carboxylic acid